7-(1H-indazol-5-yl)-1,2-dimethyl-8,9,10,11-tetrahydro-2H-pyrazolo[4,3-a]phenanthridine N1N=CC2=CC(=CC=C12)C=1N=C2C=CC=3C(C2=C2CCCCC12)=C(N(N3)C)C